C(C)C(CNC(CN1C(C=CC=C1)=O)=O)CC 1-(2-(2-ethylbutylamino)-2-oxoethyl)-2-oxo-1,2-dihydro-pyridin